FC(COCCN(CC[C@@H](C(=O)O)NC1=NC(=NC2=CC=CC=C12)C=1C=NC=CC1)CCCCC1=NC=2NCCCC2C=C1)F (S)-4-((2-(2,2-difluoroethoxy)ethyl)(4-(5,6,7,8-tetrahydro-1,8-naphthyridin-2-yl)butyl)amino)-2-((2-(pyridin-3-yl)quinazolin-4-yl)amino)butanoic acid